1-(3-methylpyridin-2-yl)-3-propylurea CC=1C(=NC=CC1)NC(=O)NCCC